tert-butyl N-[[(3S)-1-[2-chloro-5-fluoro-4-[(4-methoxyphenyl)methyl-thiazol-2-yl-sulfamoyl]phenyl]pyrrolidin-3-yl]methyl]carbamate ClC1=C(C=C(C(=C1)S(N(C=1SC=CN1)CC1=CC=C(C=C1)OC)(=O)=O)F)N1C[C@@H](CC1)CNC(OC(C)(C)C)=O